(3S)-1-(2-((6-(2-fluoro-6-methoxyphenyl)-5-nitropyridin-2-yl)amino)-5-(1-(tetrahydro-2H-pyran-4-yl)-1H-pyrazol-4-yl)pyridin-4-yl)piperidin-3-ol FC1=C(C(=CC=C1)OC)C1=C(C=CC(=N1)NC1=NC=C(C(=C1)N1C[C@H](CCC1)O)C=1C=NN(C1)C1CCOCC1)[N+](=O)[O-]